1-((S)-(4-(tert-butyl)phenyl)((R)-2'-iodo-6,6'-dimethyl-[1,1'-biphenyl]-2-yl)-λ4-sulfaneylidene)-3-(4-methoxyphenyl)urea C(C)(C)(C)C1=CC=C(C=C1)[S@](=NC(=O)NC1=CC=C(C=C1)OC)C1=C(C(=CC=C1)C)C1=C(C=CC=C1C)I